bismuth oxyoxide O=O.[Bi]